(4-(3-((6-hydroxypyridin-3-yl)ethynyl)imidazo[1,2-b]pyridazin-6-yl)phenyl)(morpholino)methanone OC1=CC=C(C=N1)C#CC1=CN=C2N1N=C(C=C2)C2=CC=C(C=C2)C(=O)N2CCOCC2